N-(3-((4-(4-(3-bromo-4-fluorophenyl)-5-oxo-4,5-dihydro-1,2,4-oxadiazol-3-yl)-1,2,5-oxadiazol-3-yl)thio)cyclobutyl)sulfamoylcarbamic acid tert-butyl ester C(C)(C)(C)OC(NS(NC1CC(C1)SC1=NON=C1C1=NOC(N1C1=CC(=C(C=C1)F)Br)=O)(=O)=O)=O